C(=O)(OCC1C2=CC=CC=C2C2=CC=CC=C12)N([C@@H](CCCCN)C(=O)O)C(=O)OC(C)(C)C Fmoc-N-t-butyloxycarbonyl-L-lysine